FC1=C(C=C(C=C1F)F)C=1C=CC=C2C=C(C=NC12)C(=O)O 8-[2,3,5-tris(fluoro)phenyl]quinoline-3-carboxylic acid